FC=1C=C(CN2CC(N(CC2)C2CC3(C2)CCN(CC3)C(=O)OC(C)(C)C)C3=C(C=CC=C3)C(C)C)C=CC1F tert-butyl 2-(4-(3,4-difluorobenzyl)-2-(2-isopropylphenyl) piperazin-1-yl)-7-azaspiro[3.5]nonane-7-carboxylate